CN1C=CC2=NC(=CC=C21)N 1-methylpyrrolo[3,2-b]pyridin-5-amine